FC1=CC(=CC2C1=NC(S2)C)NC(=O)C2=CC=C(C=1C=C(OC12)C)N1CCNCC1 N-(4-fluoro-2-methyl-2,7a-dihydro-1,3-benzothiazol-6-yl)-2-methyl-4-(piperazin-1-yl)-1-benzofuran-7-carboxamide